2-(2-chloro-7-diethylaminoquinoline-3-yl)methylenemalononitrile ClC1=NC2=CC(=CC=C2C=C1C=C(C#N)C#N)N(CC)CC